CC1=C(C(=CC(=C1N)SC)SC)N 2-methyl-4,6-bis(methylsulfanyl)-1,3-phenylenediamine